5-cyano-N-[4-[(6,7-dimethoxy-1,5-naphthyridin-4-yl)oxy]-3-fluorophenyl]-1,2,6-trimethyl-4-oxopyridine-3-carboxamide C(#N)C=1C(C(=C(N(C1C)C)C)C(=O)NC1=CC(=C(C=C1)OC1=CC=NC2=CC(=C(N=C12)OC)OC)F)=O